ClC1=C(C(=CC=C1)F)N1CCC(CC1)N1C(N(C=2C([C@@H]1C)=CN(N2)C2CC2)CC2=C(C=CC=C2)C(F)(F)F)=O (S)-5-[1-(2-Chloro-6-fluoro-phenyl)-piperidin-4-yl]-2-cyclopropyl-4-methyl-7-(2-trifluoromethyl-benzyl)-2,4,5,7-tetrahydro-pyrazolo[3,4-d]pyrimidin-6-on